ClC1=NC=C(C2=CC=CC=C12)C#N.[Ir+3] iridium (III) 1-chloro-4-cyanoisoquinoline